C(C1=CC=CC=C1)OC1C(C(=NC=C1)C)CCCl (benzyloxy)-3-(2-chloroethyl)-2-methyl-4H-pyridine